(5-(1H-Pyrrolo[2,3-b]pyridin-3-yl)pyrazolo[1,5-a]pyridin-3-yl)(4-cyclopropylpiperazin-1-yl)methanone N1C=C(C=2C1=NC=CC2)C2=CC=1N(C=C2)N=CC1C(=O)N1CCN(CC1)C1CC1